FC=1C(=C(C=CC1F)[C@@H]1[C@H](O[C@]([C@H]1C)(C(F)(F)F)C)C(=O)NC1=CC(=NC=C1C)C(=O)N)OC 4-[[(2S,3R,4S,5R)-3-(3,4-Difluoro-2-methoxy-phenyl)-4,5-dimethyl-5-(trifluoromethyl)tetrahydrofuran-2-carbonyl]amino]-5-methyl-pyridin-2-carboxamid